ClC1=CC=C(C[C@H]2COCCN2C2CCC(CC2)C=2OC(=C(N2)C)C)C=C1 (2R,5S)-5-(4-Chlorobenzyl)-4-(4-(4,5-dimethyloxazol-2-yl)cyclohexyl)morpholin